2-[[3-[(2,1,3-Benzothiadiazol-4-ylsulfonyl)amino]-2-thienyl]carbonyl]-L-arginine N=1SN=C2C1C=CC=C2S(=O)(=O)NC2=C(SC=C2)C(=O)[C@](N)(CCCNC(N)=N)C(=O)O